C(C=1C(O)=CC=CC1)=CC[NH-] N-salicylideneethylamide